C(C)O[Si](CCC1CCC(CC1)C(C)=S)(OCC)OCC 1-(2-triethoxysilyl-1-ethyl)-4-thioacetylcyclohexane